1,3-dichloro-2-(chloromethyl)benzene ClC1=C(C(=CC=C1)Cl)CCl